N-((R)-2-(((S)-5,11-Dioxo-2,3,10,11-tetrahydro-1H,5H-benzo[d]pyrazolo[1,2-a][1,2]diazepin-10-yl)carbamoyl)butyl)-4-methylisothiazol-5-carboxamid O=C1N2N(C([C@H](C3=C1C=CC=C3)NC(=O)[C@@H](CNC(=O)C3=C(C=NS3)C)CC)=O)CCC2